5-hydroxy-6-((3-isopropyl-4-(4-((6-(morpholinomethyl)pyridin-3-yl)ethynyl)phenyl)-2-oxoimidazolidin-1-yl)methyl)pyrimidin-4(3H)-one OC=1C(NC=NC1CN1C(N(C(C1)C1=CC=C(C=C1)C#CC=1C=NC(=CC1)CN1CCOCC1)C(C)C)=O)=O